C(#C)C1=CC=C(C=C1)C1=CC(=C(C=2CCOC21)CO)CN(C(C=C)=O)C N-((7-(4-Ethynylphenyl)-4-(hydroxymethyl)-2,3-dihydrobenzofuran-5-yl)methyl)-N-methyl-acryl-amide